COCCCNCC=1N=C(NC1C)C1=NC=CC(=C1)C=1C=NC=C(C1)N1CCOCC1 3-Methoxy-N-{[5-methyl-2-(5-morpholin-4-yl-3,4'-bipyridin-2'-yl)-1H-imidazol-4-yl]methyl}propan-1-amine